2-(2-((7-nitro-2-phenyl-1H-indol-5-yl)methoxy)ethoxy)ethane-1-ol [N+](=O)([O-])C=1C=C(C=C2C=C(NC12)C1=CC=CC=C1)COCCOCCO